N-(2-pyrazinyl)benzamide N1=C(C=NC=C1)NC(C1=CC=CC=C1)=O